(S)-beta-pinene [C@H]12C(CCC(C1(C)C)C2)=C